C(C)(C)C1=C(C(=NN1)C(F)(F)F)C(=O)OCC ethyl 5-isopropyl-3-(trifluoromethyl)-1H-pyrazole-4-carboxylate